2-(2-naphthyloctyl)-1H-benzimidazole C1=C(C=CC2=CC=CC=C12)CCCCCCCCC1=NC2=C(N1)C=CC=C2